[I-].[Na+].FC1(CCN(CC1)C1=C(C(=O)NC2=NC=CC(=N2)O)C=C(C=N1)C(F)(F)F)F 2-(4,4-Difluoropiperidin-1-yl)-N-(4-hydroxypyrimidin-2-yl)-5-(trifluoromethyl)-nicotinamide sodium iodide